Cl.N1N=CN=C1N 1H-1,2,4-triazole-5-amine hydrochloride